O=C1NC(C(C(N1)=O)=CC1=C(OCC2=CC=C(C(=O)OC)C=C2)C=CC=C1)=O methyl 4-((2-((2,4,6-trioxotetrahydro-pyrimidin-5(6H)-ylidene)methyl) phenoxy)methyl)benzoate